((5-fluoro-3-oxo-2,3-dihydrobenzofuran-4-yl)methyl)carbamic acid tert-butyl ester C(C)(C)(C)OC(NCC1=C(C=CC2=C1C(CO2)=O)F)=O